C(C)(C)(C)OC(N(C(C)C=1OC(=NN1)C1=C(C=CC=C1)NC1=CC=C(C=C1)C(F)(F)F)C)=O tert-butylmethyl(1-(5-(2-((4-(trifluoromethyl)phenyl)amino)phenyl)-1,3,4-oxadiazol-2-yl)ethyl)carbamate